[3-(methacryloxyamino)propyl]dimethyl-(3-sulfopropyl)ammonium hydroxide [OH-].C(C(=C)C)(=O)ONCCC[N+](CCCS(=O)(=O)O)(C)C